Cl.NCCC1=CC=C(C(=O)O)C=C1 4-(2-Aminoethyl)benzoic acid hydrochloride